BrC=1N=C2C(=C(C(N(C2=CC1)C)=O)[N+](=O)[O-])N1CCN(CC1)CC1=CC=CC2=CC=CC=C12 6-bromo-1-methyl-4-(4-(naphthalen-1-ylmethyl)piperazin-1-yl)-3-nitro-1,5-naphthyridin-2(1H)-one